(R)-2-((R)-3-((2,2-difluoro-5-(5,6,7,8-tetrahydro-1,8-naphthyridin-2-yl)pentyl)(methyl)amino)pyrrolidin-1-yl)-2-(3-fluoro-5-isopropyl-2-methoxyphenyl)acetic acid FC(CN([C@H]1CN(CC1)[C@@H](C(=O)O)C1=C(C(=CC(=C1)C(C)C)F)OC)C)(CCCC1=NC=2NCCCC2C=C1)F